OC[C@H]1CN(C=2C(=CC=3C(N(CC3C2)[C@@H]2C(NC(CC2)=O)=O)=O)O1)C (S)-3-((R)-2-(hydroxymethyl)-4-methyl-8-oxo-3,4,6,8-tetrahydro-[1,4]oxazino[2,3-f]isoindol-7(2H)-yl)piperidine-2,6-dione